N1(N=CC=C1)CCOC1=CC=C(C=C1)C1=NC2=CC=CC=C2C(=C1)NCCCN(C)C N1-(2-(4-(2-(1H-pyrazol-1-yl)ethoxy)phenyl)quinolin-4-yl)-N3,N3-dimethylpropane-1,3-diamine